C1=CC=CC=2OC3=CC=CC=C3N(C12)CCC(C(C=C)=C)=C 1-(N-phenoxazinyl)-3,4-dimethylenehex-5-ene